C(C)(C)(C)OC(=O)N1C[C@@H](CC1)CC(=O)OC (3S)-3-(2-methoxy-2-oxoethyl)pyrrolidine-1-carboxylic acid tert-butyl ester